ClC1=CC(=NC(=N1)N(C)C)NC(=O)[C@@H]1[C@H](C1)C1=NC=CC(=N1)C (1S,2S)-N-(6-chloro-2-(dimethylamino)pyrimidin-4-yl)-2-(4-methylpyrimidin-2-yl)cyclopropane-1-carboxamide